C(C1=CC=CC=C1)OC1=C(C(=O)OCC)C=C(C=C1CO)OCC1=CC=CC=C1 ethyl 2,5-bis(benzyloxy)-3-(hydroxymethyl)benzoate